N-benzyl-N-(5-(4-chlorophenyl)-1,2,4-oxadiazol-3-yl)-3-phenylpropiolamide C(C1=CC=CC=C1)N(C(C#CC1=CC=CC=C1)=O)C1=NOC(=N1)C1=CC=C(C=C1)Cl